(Z)-8-benzyl-2-(furan-2-ylmethylene)-6-(3-nitrophenyl)imidazo[1,2-a]pyrazin-3(2H)-one C(C1=CC=CC=C1)C=1C=2N(C=C(N1)C1=CC(=CC=C1)[N+](=O)[O-])C(/C(/N2)=C/C=2OC=CC2)=O